NC1=NNC2=CC=C(C(=C12)C)C1=C(C=C(C=C1)S(=O)(=O)N1CC(CC1)O)F 1-((4-(3-amino-4-methyl-1H-indazol-5-yl)-3-fluorophenyl)sulfonyl)pyrrolidin-3-ol